2-Chloro-4-((3S)-8-(4-(4-((4-(4-((2,6-dioxopiperidin-3-yl)amino)phenyl)piperazine-1-yl)methyl)piperidine-1-carbonyl)phenyl)-3-methyl-2,8-diazaspiro[4.5]dec-2-yl)benzonitrile ClC1=C(C#N)C=CC(=C1)N1CC2(C[C@@H]1C)CCN(CC2)C2=CC=C(C=C2)C(=O)N2CCC(CC2)CN2CCN(CC2)C2=CC=C(C=C2)NC2C(NC(CC2)=O)=O